ClC=1C=C(C=C2C(=CC=NC12)NCC(C)(C)C)NC(C=1C(=NC(=CC1)OC)C)C=1N=NN(C1OC)C 8-chloro-6-(((5-methoxy-1-methyl-1H-1,2,3-triazol-4-yl)(6-methoxy-2-methylpyridin-3-yl)methyl)amino)-4-(neopentylamino)quinoline